N(=[N+]=[N-])CCCC1=C2C(=NC=3C=C4C(=CC13)OCO4)C4=CC1=C(C(N4C2)=O)COC(C1(O)CC)=O 14-(3-azidopropyl)-7-ethyl-7-hydroxy-10,13-dihydro-11H-[1,3]dioxolo[4,5-g]pyrano[3',4':6,7]indolizino[1,2-b]quinoline-8,11(7H)-dione